C(C(=C)C)(=O)C=1C(=C(C=CC1)C(C)(C)C1=C(C(=CC=C1)C(C(=C)C)=O)OCC)OCC 2,2-bis(methacryloylethoxyphenyl)propane